N-(3-(2-((1,5-dimethyl-1H-pyrazol-3-yl)amino)-5-methylpyrimidin-4-yl)-1H-indol-7-yl)-2-(3-(pyridin-4-yloxy)pyrrolidin-1-yl)acetamide CN1N=C(C=C1C)NC1=NC=C(C(=N1)C1=CNC2=C(C=CC=C12)NC(CN1CC(CC1)OC1=CC=NC=C1)=O)C